dianthraquinone methyl-N,N-dimethylcarbamate COC(N(C)C)=O.C1=CC=CC=2C(C3=CC=CC=C3C(C12)=O)=O.C1=CC=CC=2C(C3=CC=CC=C3C(C12)=O)=O